O[C@@H]1[C@H](CO[C@@H]([C@@H]1O)CO)NC1=NC(=NC(=C1)SC)C(=O)N 4-(((3S,4R,5R,6R)-4,5-dihydroxy-6-(hydroxymethyl)tetrahydro-2H-pyran-3-yl)amino)-6-(methylthio)pyrimidine-2-carboxamide